ClC1=C(C=C(C=C1)[N+]#[C-])F 4-CHLORO-3-FLUOROPHENYLISOCYANIDE